Methyl 5-chloro-3-fluoropyridine-2-carboxylate ClC=1C=C(C(=NC1)C(=O)OC)F